FC1=C(NC2=NSC3=C2C=CC=C3)C=CC=C1C1=CC3=C(OCCO3)C=C1 3-(2-Fluoro-3-(1,4-benzodioxan-6-yl)anilino)benzisothiazole